C1(=CC=CC=C1)C(C1=CC=CC=C1)=NC1=CC=C(C(=N1)C)N1CCN(CC1)C(=O)OC(C)(C)C tert-butyl 4-(6-((diphenylmethylene)amino)-2-methylpyridin-3-yl)piperazine-1-carboxylate